(E)-1,6-dibromo-3-hexene BrCC\C=C\CCBr